BrC1=C(C(=O)OC)C(=CC=C1)NC=C1C(OC(OC1=O)(C)C)=O methyl 2-bromo-6-(((2,2-dimethyl-4,6-dioxo-1,3-dioxan-5-ylidene)methyl)amino)benzoate